(R)-2-((tert-butoxycarbonyl)amino)-2-(2-fluorophenyl)acetic acid C(C)(C)(C)OC(=O)N[C@@H](C(=O)O)C1=C(C=CC=C1)F